quinolin-4-yl carbamate C(N)(OC1=CC=NC2=CC=CC=C12)=O